(R)-4-(3-((2-((4-(3-(dimethylamino)pyrrolidin-1-yl)-2-ethylphenyl)amino)-5-(trifluoromethyl)pyrimidin-4-yl)amino)propyl)-1,4-oxazepan-5-one CN([C@H]1CN(CC1)C1=CC(=C(C=C1)NC1=NC=C(C(=N1)NCCCN1CCOCCC1=O)C(F)(F)F)CC)C